CCCCCCCCC(CCCCCCCC)OC(CCCCN(CCCCCCCCCCC(=O)OCCCC)CCCNC1=C(C(C1=O)=O)NC)=O Butyl 11-((5-(heptadecan-9-yloxy)-5-oxopentyl)(3-((2-(methylamino)-3,4-dioxocyclobut-1-en-1-yl)amino)propyl)amino)undecanoate